Br.Br.CC1=NN2C(C=C(C(=C2)C)N)=C1 2,6-dimethylpyrazolo[1,5-a]pyridin-5-amine 2HBr